isopropyl ((1S,4r)-4-(5-(2-(N-(tert-butyl)sulfamoyl)-4-(3-((S)-1-(pyridin-2-yl)ethyl)ureido)phenyl)thiazol-2-yl)cyclohexyl)carbamate C(C)(C)(C)NS(=O)(=O)C1=C(C=CC(=C1)NC(=O)N[C@@H](C)C1=NC=CC=C1)C1=CN=C(S1)C1CCC(CC1)NC(OC(C)C)=O